3-[dideuterio-(2,2,3,3-tetramethylcyclopropyl)methoxyl]-1H-pyrazole [2H]C(OC1=NNC=C1)(C1C(C1(C)C)(C)C)[2H]